BrC1=C(C(=C(C(=O)O)C=C1)OC)F 4-bromo-3-fluoro-2-methoxybenzoic acid